nonafluorobutanesulfonyl fluoride FC(C(C(S(=O)(=O)F)(F)F)(F)F)(C(F)(F)F)F